tert-butyl (3-((1-(3'-chloro-5-(1-methyl-1H-pyrazol-4-yl)-[1,1'-biphenyl]-3-yl)ethyl)carbamoyl)-4-methylbenzyl)carbamate ClC=1C=C(C=CC1)C1=CC(=CC(=C1)C=1C=NN(C1)C)C(C)NC(=O)C=1C=C(CNC(OC(C)(C)C)=O)C=CC1C